5,7-dibromo-3,3-dimethyl-2,3-dihydro-1H-phenalene-4,8-diol BrC1=C(C=2C(CCC3=CC(=C(C(=C1)C32)Br)O)(C)C)O